5-(7-(difluoromethyl)-6-(1-methyl-1H-pyrazol-4-yl)-3,4-dihydroquinolin-1(2H)-yl)-7-methoxy-1,3-dimethyl-1,6-naphthyridin-2(1H)-one FC(C1=C(C=C2CCCN(C2=C1)C1=C2C=C(C(N(C2=CC(=N1)OC)C)=O)C)C=1C=NN(C1)C)F